[Pb](I)I.NCCCCCCCCN 1,8-diaminooctane lead iodide